trans-1-Chloro-3,3,3-trifluoropropene Cl\C=C\C(F)(F)F